ClC1=CC=C(C=C1)[C@@H](O)C1=NC=CC=C1 |r| rac-(4-chlorophenyl)(pyridin-2-yl)methanol